CC1([C@H]([C@@H]1C=1OC(=NN1)C1=C(C=CC=C1)C(F)(F)F)C1=CC=C(C=C1)S(=O)(=O)N)C 4-[(1S,3S)-2,2-dimethyl-3-{5-[2-(trifluoromethyl)phenyl]-1,3,4-oxadiazol-2-yl}cyclopropyl]benzenesulfonamide